C(C)(C)(C)OC(=O)N1CC(C1)NC(CCCC1=NC=2NCCCC2C=C1)=O 3-(4-(5,6,7,8-tetrahydro-1,8-naphthyridin-2-yl)butyrylamino)azetidine-1-carboxylic acid tert-butyl ester